N(=[N+]=[N-])CC1(OC2=C(C1)C=C(C=C2[C@@H](C)N[S@](=O)C(C)(C)C)F)C (R)-N-((1R)-1-(2-(azidomethyl)-5-fluoro-2-methyl-2,3-dihydrobenzofuran-7-yl)ethyl)-2-methylpropane-2-sulfinamide